N1(C=CC2=CC=CC=C12)C(CC)O 1H-indol-1-yl-propan-1-ol